C(C)S(=O)(=O)C=1C=C(C=NC1C1=NC=2N(C=C1)N=C(C2)C(F)(F)F)N(C(OC(C)(C)C)=O)C tert-butyl (5-(ethylsulfonyl)-6-(2-(trifluoromethyl)pyrazolo[1,5-a]pyrimidin-5-yl)pyridin-3-yl)(methyl)carbamate